Diisopropyl 2,2'-bis((bis(o-tolyloxy)phosphaneyl)oxy)-[1,1'-binaphthalene]-3,3'-dicarboxylate C1(=C(C=CC=C1)OP(OC1=C(C2=CC=CC=C2C=C1C(=O)OC(C)C)C1=C(C(=CC2=CC=CC=C12)C(=O)OC(C)C)OP(OC1=C(C=CC=C1)C)OC1=C(C=CC=C1)C)OC1=C(C=CC=C1)C)C